Dilaurylmethylammonium Salicylate C(C=1C(O)=CC=CC1)(=O)[O-].C(CCCCCCCCCCC)[NH+](C)CCCCCCCCCCCC